N1=C(C=CC=C1)NC=1C=CC(NC1)=O 5-(pyridin-2-ylamino)pyridin-2(1H)-one